The molecule is a pyrazolopyrazole that is 6,7-dihydro-1H,5H-pyrazolo[1,2-a]pyrazole-3-carboxylic acid which has been substituted at positions 2, 5 and 6 by methylsulfonyl, oxo, and amino groups, respectively, and in which the amino group has been condensed with the carboxy group of (2-amino-1,3-thiazol-4-yl)(oxo)acetic acid, the oxo group of which has been converted to the corresponding oxime O-allyl ether. It is a pyrazolopyrazole, an oxime O-ether, a member of 1,3-thiazoles, a sulfone, an amino acid and a monocarboxylic acid amide. CS(=O)(=O)C1=C(N2C(=O)[C@H](CN2C1)NC(=O)/C(=N\\OCC=C)/C3=CSC(=N3)N)C(=O)O